Cl.CC(C)C1=CC=C(C=C1)[C@H](C)N (1S)-1-[4-(propan-2-yl)phenyl]ethan-1-amine, hydrochloride salt